tert-butyl (4-formyl-3-methoxyphenyl) carbonate C(OC(C)(C)C)(OC1=CC(=C(C=C1)C=O)OC)=O